FC=1C=C(C=C(C1)F)[C@@H]1CCC=2N1C=C(N2)NC([C@@H](C)N2CCOCC2)=O (R)-N-((S)-5-(3,5-difluorophenyl)-6,7-dihydro-5H-pyrrolo[1,2-a]imidazol-2-yl)-2-morpholinopropanamide